O[C@@]1([C@@H](CC[C@H](C1)C)C(C)C)C(=O)NCC1(CCCC2=CC=CC=C12)O (1S,2S,5R)-1-hydroxy-N-((1-hydroxy-1,2,3,4-tetrahydronaphthalen-1-yl)methyl)-2-isopropyl-5-methylcyclohexane-1-carboxamide